ClC1=CC(=NC=2N(C(N(CC21)C)=O)C)CC 5-chloro-7-ethyl-1,3-dimethyl-3,4-dihydropyrido[2,3-d]pyrimidin-2(1H)-one